BrC1=CN=C(N1C)C(=O)NC1=CC(=C(C(=O)N2CCC(CC2)C(=O)O)C=C1)Cl 1-(4-(5-bromo-1-methyl-1H-imidazole-2-carboxamido)-2-chlorobenzoyl)piperidine-4-carboxylic acid